6-(imidazo[1,2-a]pyrazin-3-ylmethyl)-N-(5-(trifluoromethyl)pyridin-3-yl)-4,5,6,7-tetrahydrothieno[2,3-c]pyridine-3-carboxamide N=1C=C(N2C1C=NC=C2)CN2CC1=C(CC2)C(=CS1)C(=O)NC=1C=NC=C(C1)C(F)(F)F